2-(8-fluoro-2-methylimidazo[1,2-a]pyridin-6-yl)-7-(4,7-diazaspiro[2.5]octan-7-yl)-5H-[1,3,4]thiadiazolo[3,2-a]pyrimidin-5-one FC=1C=2N(C=C(C1)C1=NN3C(=NC(=CC3=O)N3CCNC4(CC4)C3)S1)C=C(N2)C